N-(6-((2-(dimethylamino)ethyl)(methyl)amino)-5-nitro-2-(2,2,2-Trifluoroethoxy)pyridin-3-yl)acetamide CN(CCN(C1=C(C=C(C(=N1)OCC(F)(F)F)NC(C)=O)[N+](=O)[O-])C)C